P(=O)([O-])([O-])[O-].C=1(O)C(O)=CC=CC1.C=1(O)C(O)=CC=CC1.[Li+].[Li+].[Li+] lithium bis(catechol) phosphate